COC1=CC=C2C(=N1)C[C@@H]1C(C(C[C@]2(C1=O)C(=O)O)C([2H])([2H])[2H])OS(=O)(=O)C |r| racemic-(5s,9r)-2-methoxy-7-(methyl-d3)-8-((methylsulfonyl)oxy)-11-oxo-7,8,9,10-tetrahydro-5,9-methanocycloocta[b]pyridine-5(6H)-carboxylic acid